OC(=O)C(F)(F)F.NCCOCCNC1=C2C(N(C(C2=CC=C1)=O)C1C(NC(CC1)=O)=O)=O 4-((2-(2-aminoethoxy)ethyl)amino)-2-(2,6-dioxopiperidin-3-yl)isoindoline-1,3-dione TFA salt